C(=C)N1C(CCCCC1)=O N-Vinyl-Caprolactam